C(C)(C)(C)OC(=O)N1N=C(C2=CC=C(C=C12)[C@@H]1C[C@@]12C(N(C1=CC=C(C=C21)OC)C(=O)OC(C)(C)C)=O)I Tert-butyl (1R,2S)-2-(1-(tert-butoxycarbonyl)-3-iodo-1H-indazol-6-yl)-5'-methoxy-2'-oxospiro[cyclopropane-1,3'-indoline]-1'-carboxylate